2-bromo-3,5,6-trimethyl-pyrazine BrC1=NC(=C(N=C1C)C)C